[Cl-].[Cl-].C1(=CC=CC=C1)C(C1=CC=CC=C1)=[Zr+2](C1=CC(=CC=2C3=CC(=CC=C3CC12)C(C)(C)C)C(C)(C)C)C1C=CC=C1 diphenylmethylene(cyclopentadienyl)(3,6-ditert-butylfluorenyl)zirconium dichloride